NC1=NC=2C=CC=CC2C2=C1N=CN2CCCCNC(C2=C(C=CC=C2)OC2=CC=CC=C2)=O N1-[4-(4-amino-1H-imidazo[4,5-c]quinolin-1-yl)butyl]-2-phenoxy-benzamide